FC=1C=C(C=C(C1)F)C1CC=NN1C(=O)C12CC(C1)(C2)CN2N=CC=1C2=CN=CC1F (5-(3,5-Difluorophenyl)-4,5-dihydro-1H-pyrazol-1-yl)(3-((4-fluoro-1H-pyrazolo[3,4-c]pyridin-1-yl)methyl)bicyclo[1.1.1]pentan-1-yl)methanone